Br[Mg]C bromo-methyl-magnesium